C(C)[C@H]1C[C@@H]2[C@H](N(OC2(C)C)C(C)C)CC1 |r| rac-(3aR,5R,7aR)-5-ethyl-1-isopropyl-3,3-dimethyloctahydrobenzo[c]isoxazole